C(#N)C1=C(C=CC(=C1)OC=1C=NC=C(C1)C1=CC(=C(C=C1)F)F)N1CCC2(CN(C2)C(=O)OC(C)(C)C)CC1 tert-butyl 7-(2-cyano-4-{[5-(3,4-difluorophenyl) pyridin-3-yl] oxy}-phenyl)-2,7-diazaspiro[3.5]nonane-2-carboxylate